Sodium N-(5-methyl-2-nitrophenyl)sulfamate CC=1C=CC(=C(C1)NS([O-])(=O)=O)[N+](=O)[O-].[Na+]